FC1=C(C(=C(C(=C1F)C1=CC=C(C=C1)C=O)F)F)C1=CC=C(C=C1)C=O 2,3,5,6-tetrafluoro-1,4-bis(4'-formylphenyl)benzene